CC1=NC(=CC(=C1)C=1NC2=CC=C(C=C2C1C(C)C)C1CCN(CC1)CC1=NN(C=C1)C)C 2-(2,6-dimethylpyridin-4-yl)-3-isopropyl-5-(1-((1-methyl-1H-pyrazol-3-yl)methyl)piperidin-4-yl)-1H-indole